2-(2-bromo-4-methylthiazol-5-yl)ethan-1-amine hydrobromide Br.BrC=1SC(=C(N1)C)CCN